C(#N)C1=CC=C(C=C1)S(=O)(=O)NC1CC(CCC1)N1CCC2=CC=CC=C12 4-CYANO-N-(3-(INDOLIN-1-YL)CYCLOHEXYL)BENZENESULFONAMIDE